(±)-2-[2-(3-carboxypropionyloxy)-3-dimethylaminopropoxy]-3'-methoxybibenzyl hydrochloride Cl.C(=O)(O)CCC(=O)O[C@@H](COC1=C(C=CC=C1)CCC1=CC(=CC=C1)OC)CN(C)C |r|